(2R)-2-AMINO-2-(4-FORMYL(2-PYRIDYL))ACETIC ACID N[C@@H](C(=O)O)C1=NC=CC(=C1)C=O